2-(1-(2-methoxyethyl)-1H-pyrazol-3-yl)ethan-1-amine COCCN1N=C(C=C1)CCN